C(C)(C)(C)C1=NC(=NO1)C1=CC=C(C=C1)C(=O)N1CC2(C1)CC(C2)N2N=CC=C2C2(CC2)C [4-(5-tert-butyl-1,2,4-oxadiazol-3-yl)phenyl]-[6-[5-(1-methylcyclopropyl)pyrazol-1-yl]-2-azaspiro[3.3]heptan-2-yl]methanone